Racemic-(cis)-Methyl 10-(3,4-bis(hydroxymethyl)-3,4-dimethylpyrrolidin-1-yl)-10-oxodecanoate OC[C@@]1(CN(C[C@]1(C)CO)C(CCCCCCCCC(=O)OC)=O)C